N1=C(C=CC=C1)C=1C(=C2N(N1)CCC2)C2=CC=NC1=CC(=CC=C21)O 4-(2-(pyridin-2-yl)-5,6-dihydro-4H-pyrrolo[1,2-b]pyrazol-3-yl)quinolin-7-ol